2-((3r,5r,7r)-Adamantan-1-yl)-N-(2-((6-methoxy-2-methyl-4-(((S)-1-(4-(2-((methylamino)methyl)phenyl)thiophen-2-yl)ethyl)amino)quinazolin-7-yl)oxy)ethyl)acetamide C12(CC3CC(CC(C1)C3)C2)CC(=O)NCCOC2=C(C=C3C(=NC(=NC3=C2)C)N[C@@H](C)C=2SC=C(C2)C2=C(C=CC=C2)CNC)OC